(3S)-3-{[(1-methyl-4-oxo-1,4-dihydroquinolin-3-yl)methyl]Amino}piperidine-1-carboxylic acid tert-butyl ester C(C)(C)(C)OC(=O)N1C[C@H](CCC1)NCC1=CN(C2=CC=CC=C2C1=O)C